Nitrophloretic acid [N+](=O)([O-])C(C(=O)O)CC1=CC=C(O)C=C1